N-(2-(2,3-Dichlorophenoxy)ethyl)-1-(2-phenoxyacetyl)piperidin-4-carboxamid ClC1=C(OCCNC(=O)C2CCN(CC2)C(COC2=CC=CC=C2)=O)C=CC=C1Cl